(3-Aminopropyl)trihydroxysilane NCCC[Si](O)(O)O